C1=CC=CC=2N=C3N(C=4C(=N3)C=C3C(C4)=NC4=CC=CC=C43)C21 indolobenzo[d]benzo[4,5]imidazo[1,2-a]imidazole